C1(=CC=CC2=CC=CC=C12)C1=NC(=NO1)C1=C(C(=O)O)C=CC=C1 (5-(naphthalen-1-yl)-1,2,4-oxadiazol-3-yl)benzoic acid